3-(6-bromo-1-oxo-7-(trifluoromethoxy)isoindolin-2-yl)piperidine-2,6-dione BrC1=CC=C2CN(C(C2=C1OC(F)(F)F)=O)C1C(NC(CC1)=O)=O